O1-benzyl O2-methyl (2S,4S)-4-[[6-[3-[(2S)-2-ethoxy-3-(methylamino)propyl]-2-methyl-imidazo[4,5-c]pyridin-4-yl]-2-pyridyl]amino]pyrrolidine-1,2-dicarboxylate C(C)O[C@H](CN1C(=NC2=C1C(=NC=C2)C2=CC=CC(=N2)N[C@H]2C[C@H](N(C2)C(=O)OCC2=CC=CC=C2)C(=O)OC)C)CNC